COC1=C(C(=CC=C1)OC)N1C(=NN=C1C=1C=NC=C(C1)C)NS(=O)(=O)[C@H]([C@@H](C1=NC=C(C=N1)C)O)C (1r,2s)-N-(4-(2,6-dimethoxyphenyl)-5-(5-methyl-3-pyridinyl)-4H-1,2,4-triazol-3-yl)-1-hydroxy-1-(5-methyl-2-pyrimidinyl)-2-propanesulfonamide